[(2R)-2-acetoxy-2-[(2R,3R,4R)-3,4,5-triacetoxy-tetrahydrofuran-2-yl]ethyl] acetate C(C)(=O)OC[C@H]([C@H]1OC([C@@H]([C@@H]1OC(C)=O)OC(C)=O)OC(C)=O)OC(C)=O